acryloyloxyethylmethyl-dimethoxysilane C(C=C)(=O)OCC[Si](OC)(OC)C